(R)-N-((S)-4-amino-3-hydroxybicyclo[2.2.2]oct-1-yl)-6-chloro-3,4-dihydro-2H-benzo[b][1,4]oxazine-2-carboxamide NC12[C@H](CC(CC1)(CC2)NC(=O)[C@H]2CNC1=C(O2)C=CC(=C1)Cl)O